pyrazin-2-yl-N-methyl-methanesulfonamide N1=C(C=NC=C1)CS(=O)(=O)NC